4-isopropoxy-N-(4-(thiazol-5-yl)quinolin-8-yl)benzamide C(C)(C)OC1=CC=C(C(=O)NC=2C=CC=C3C(=CC=NC23)C2=CN=CS2)C=C1